N-(5-((4-([1,1'-biphenyl]-3-yl)-5-chloropyrimidin-2-yl)amino)pyridin-3-yl)-10-(2-((2-(2,6-dioxopiperidin-3-yl)-1,3-dioxoisoindolin-5-yl)oxy)acetamido)decanamide C1(=CC(=CC=C1)C1=NC(=NC=C1Cl)NC=1C=C(C=NC1)NC(CCCCCCCCCNC(COC=1C=C2C(N(C(C2=CC1)=O)C1C(NC(CC1)=O)=O)=O)=O)=O)C1=CC=CC=C1